4-bromo-5-nitro-1H-pyrazole BrC=1C=NNC1[N+](=O)[O-]